2-(4-(bromomethyl)-2-(2-methoxyethoxy)phenyl)-1-isopropyl-4-(trifluoromethyl)-1H-imidazole BrCC1=CC(=C(C=C1)C=1N(C=C(N1)C(F)(F)F)C(C)C)OCCOC